FC1=C(C=CC=C1)C1=NC(=NC=2[C@]3([C@H](CCC12)[C@H](C(C(=C3)C#N)=O)C)C)C=3C=NN1C3C=CC=C1 (6aR,7R,10aS)-4-(2-fluorophenyl)-7,10a-dimethyl-8-oxo-2-(pyrazolo[1,5-a]pyridin-3-yl)-5,6,6a,7,8,10a-hexahydrobenzo[h]quinazoline-9-carbonitrile